Ethyl 2-(3-((2-((2-(4-(trifluoromethoxy)phenyl)-1H-benzo[d]imidazol-1-yl)methyl)benzyl)oxy)phenyl)acetate FC(OC1=CC=C(C=C1)C1=NC2=C(N1CC1=C(COC=3C=C(C=CC3)CC(=O)OCC)C=CC=C1)C=CC=C2)(F)F